N[C@H]1C[C@H](CCC1)[N-]C1=NC=C(C(=C1)C1=C(C=C(C=C1)F)OC)F (1S,3R)-3-amino-N-(5-fluoro-4-(4-fluoro-2-methoxyphenyl)pyridin-2-yl)cyclohexylamide